FC=1C(=CC(=C2C=C(NC12)C(=O)N(C)C)C1=C(C=C(C=C1)N1CCNCC1)F)C=1CN(CCC1)C(C(C)C)=O 7-Fluoro-4-(2-fluoro-4-(piperazin-1-yl)phenyl)-6-(1-isobutyryl-1,2,5,6-tetrahydropyridin-3-yl)-N,N-dimethyl-1H-indole-2-carboxamide